4,4'-isopropylidenebis[2-(2,6-dibromophenoxy)ethanol] C(C)(C)(C1=CC(=C(OCCO)C(=C1)Br)Br)C1=CC(=C(OCCO)C(=C1)Br)Br